N-((2-(6-(2-isopropylpiperazin-1-yl)pyridin-2-yl)-1,6-naphthyridin-7-yl)methyl)-4-methyl-3-(methylsulfonyl)benzamide C(C)(C)C1N(CCNC1)C1=CC=CC(=N1)C1=NC2=CC(=NC=C2C=C1)CNC(C1=CC(=C(C=C1)C)S(=O)(=O)C)=O